F[P-](F)(F)(F)(F)F.[NH+]=1N[N+](=C2N=CC=CC21)[O-] [1,2,3]triazolo[4,5-b]pyridin-1-ium 3-oxide hexafluorophosphate